5,7-dihydroxy-2-(4-hydroxyphenyl)-3-[(2S,3R,4S,5S)-3,4,5-trihydroxyoxan-2-yl]oxychromen-4-one OC1=C2C(C(=C(OC2=CC(=C1)O)C1=CC=C(C=C1)O)O[C@@H]1OC[C@@H]([C@@H]([C@H]1O)O)O)=O